1,3,5-tri-(1-phenyl-1H-benzimidazole-2-yl)-benzene C1(=CC=CC=C1)N1C(=NC2=C1C=CC=C2)C2=CC(=CC(=C2)C2=NC1=C(N2C2=CC=CC=C2)C=CC=C1)C1=NC2=C(N1C1=CC=CC=C1)C=CC=C2